CN1CC2=CC=C(C=C2CC1)N 2-methyl-1,2,3,4-tetrahydroisoquinoline-6-Amine